Cl.C(C)OC[C@@]1(CN(CC1)C(C)(C)C=1C=NC(=CC1)C)CCC=1SC=C(N1)C (S)-2-(2-(3-(ethoxymethyl)-1-(2-(6-methylpyridin-3-yl)propan-2-yl)pyrrolidin-3-yl)ethyl)-4-methylthiazole HCl